OCC1=CC=C(OC=2C=CC3=C(OC(OC3=O)(C)C)C2)C=C1 7-[4-(hydroxymethyl)phenoxy]-2,2-dimethyl-4H-1,3-benzodioxin-4-one